CON=CC1=C(C(=CC(=C1F)F)Br)Cl 3-bromo-2-chloro-5,6-difluorobenzaldehyde O-methyloxime